1-(Pyridin-3-yl)-3-(1-(4-(4-(trifluoromethoxy)phenyl)pyridin-2-yl)piperidin-4-yl)thiourea N1=CC(=CC=C1)NC(=S)NC1CCN(CC1)C1=NC=CC(=C1)C1=CC=C(C=C1)OC(F)(F)F